(8E)-8-Dodecen-1-ol 1-acetate C(C)(=O)OCCCCCCC\C=C\CCC